C(C)(=O)C1=C(OCCCC(=O)N)C=C(C=C1)OC 4-(2-acetyl-5-methoxyphenoxy)butyramide